C1C2N(CCN1C1=CC=C(C=C1)C1=CC3=C(C(=N1)C)C=C(N3C)C3=CC=C(C=C3)S(=O)(=O)C)CCC2 6-(4-(hexahydropyrrolo[1,2-a]pyrazin-2(1H)-yl)phenyl)-1,4-dimethyl-2-(4-(methylsulfonyl)phenyl)-1H-pyrrolo[3,2-c]pyridine